OCCOCCOCCOCCOCCOCCN(C1=CC=C(C=C1)C1=CC(C2=C(C3=C(NC(=N3)C)C=C2)O1)=O)C 8-[4-[2-[2-[2-[2-[2-(2-hydroxyethoxy)ethoxy]ethoxy]ethoxy]ethoxy]ethyl-methyl-amino]phenyl]-2-methyl-3H-pyrano[2,3-e]benzimidazol-6-one